NC1=NC=NC=2N1C(=NC2C2CN(CC2)C(C#CC)=O)C2=CC=C(C(=O)NC1=NC=CC=C1)C=C2 4-(4-amino-8-(1-(but-2-ynoyl)pyrrolidin-3-yl)imidazo[1,5-a][1,3,5]triazin-6-yl)-N-(pyridin-2-yl)benzamide